ClC1=C(C(=O)N2COC3=C(C2)C=CC=C3C3=CC(=C(C(=O)O)C=C3F)N3C2COCC3CC2)C(=CC(=C1)C=1C=2C(C=NC1)=NN(N2)C)Cl 4-[3-[2,6-dichloro-4-(2-methyltriazolo[4,5-c]pyridin-7-yl)benzoyl]-2,4-dihydro-1,3-benzoxazine-8-yl]-5-fluoro-2-(3-oxa-8-azabicyclo[3.2.1]octan-8-yl)benzoic acid